amino-3-isocyanoacrylonitrile NC(C#N)=C[N+]#[C-]